2,2',2''-{10-[1-carboxy-2-{4-[2-(2-ethoxyethoxy)ethoxy]phenyl}ethyl]-1,4,7,10-tetraazacyclododecane-1,4,7-triyl}tris(3-hydroxypropionic acid) gadolinium [Gd].C(=O)(O)C(CC1=CC=C(C=C1)OCCOCCOCC)N1CCN(CCN(CCN(CC1)C(C(=O)O)CO)C(C(=O)O)CO)C(C(=O)O)CO